C(CCCCCCCCC)(=O)OC(COC(C(CCCCCCC)CCCCCCC)=O)C(CCN(C)C)OC(CCCCCCCCC)=O 5-(dimethylamino)-1-((2-heptylnonanoyl)oxy)pentane-2,3-diyl bis(decanoate)